ClC=1C=C(C=C(C1)Cl)[C@]1(CC(=NO1)C1=CC(=C(C(=O)O)C=C1)C)C(F)(F)F (5R)-4-(5-(3,5-dichlorophenyl)-5-(trifluoromethyl)-4H-isoxazol-3-yl)-2-methylbenzoic acid